ClC1=CC=C2N(C1=O)C1(C[C@H](CCC1)N1C(C3=CC=CC=C3C1=O)=O)NC2=O (3'S)-6-chloro-3'-(1,3-dioxoisoindolin-2-yl)spiro[2H-imidazo[1,5-a]pyridine-3,1'-cyclohexane]-1,5-dione